CC1=NN2C(C3(N(C=4C(=CC=CC24)N)C)CC3)=N1 2',5'-dimethyl-5'h-spiro[cyclopropane-1,4'-[1,2,4]triazolo[1,5-a]quinoxaline]-6'-amine